(2-oxabicyclo[3.1.1]Heptane-1-yl)methylamine C12(OCCC(C1)C2)CN